4-Amino-8-(4-methoxypyridin-3-yl)-2-oxo-N-(3,3,3-trifluoropropyl)-1,2-dihydroquinoline-3-carboxamide NC1=C(C(NC2=C(C=CC=C12)C=1C=NC=CC1OC)=O)C(=O)NCCC(F)(F)F